BrC=1C(=C2C(=NC1)N(CC21CC2(CC1)OC2)CC2=CC=C(C=C2)OC)Cl 5''-bromo-4''-chloro-1''-(4-methoxybenzyl)-1'',2''-dihydrodispiro[oxirane-2,1'-cyclopentane-3',3''-pyrrolo[2,3-b]pyridine]